NCCC1OCC2(CN(CCO2)C(=O)OC(C)(C)C)CO1 tert-butyl 9-(2-aminoethyl)-1,8,10-trioxa-4-azaspiro[5.5]undecane-4-carboxylate